1-(2-(1-((6-chloropyridazin-4-yl)oxy)ethyl)-6-cyclopropylimidazo[1,2-a]pyridin-8-yl)-3-tritylimidazolidine-2,4-dione ClC1=CC(=CN=N1)OC(C)C=1N=C2N(C=C(C=C2N2C(N(C(C2)=O)C(C2=CC=CC=C2)(C2=CC=CC=C2)C2=CC=CC=C2)=O)C2CC2)C1